(S)-1-(9-(benzyloxy)-5-methyl-5,6-dihydroimidazo[1,5-a]pyrazolo[5,1-c]pyrazin-3-yl)ethan-1-one tert-butyl-(R)-(2-(3-amino-5-fluorophenoxy)propyl)carbamate C(C)(C)(C)N(C(O)=O)C[C@@H](C)OC1=CC(=CC(=C1)F)N.C(C1=CC=CC=C1)OC1=NN2C(C=3N([C@H](C2)C)C(=NC3)C(C)=O)=C1